(Z)-N-(3-(dimethylamino)-2-(trifluoromethyl)allylidene)-N-methylmethanaminium chloride salt [Cl-].CN(\C=C(\C=[N+](C)C)/C(F)(F)F)C